5-[3-(1H-imidazol-5-yl)-6-[(pyrrolidin-3-yloxy)methyl]imidazo[1,2-a]pyrimidin-2-yl]-3-(trifluoromethyl)-1H-1,2,4-triazole N1C=NC=C1C1=C(N=C2N1C=C(C=N2)COC2CNCC2)C2=NC(=NN2)C(F)(F)F